ethyl ((((2R,3S,4R,5S)-5-(4-aminopyrrolo[2,1-f][1,2,4]triazin-7-yl)-2-(fluoromethyl)-3,4-dihydroxytetrahydrofuran-2-yl)methoxy)(naphthalen-1-yloxy)phosphoryl)-L-alaninate NC1=NC=NN2C1=CC=C2[C@H]2[C@@H]([C@@H]([C@@](O2)(CF)COP(=O)(OC2=CC=CC1=CC=CC=C21)N[C@@H](C)C(=O)OCC)O)O